(1S,3R)-N-(4-((3S)-2-benzyl-3-butyl-6-methoxy-1,2,3,4-tetrahydroisoquinolin-1-yl)phenyl)adamantan-1-amine C(C1=CC=CC=C1)N1[C@H](C2=CC=C(C=C2C[C@@H]1CCCC)OC)C1=CC=C(C=C1)NC12CC3CC(CC(C1)C3)C2